C(C1=CC=CC=C1)C(NC(OCC1C2=CC=CC=C2C=2C=CC=CC12)=O)C(NCC(NCOCC(=O)O)=O)=O 5-benzyl-1-(9H-fluoren-9-yl)-3,6,9-trioxo-2,12-dioxa-4,7,10-triazatetradecane-14-oic acid